tertpentanol C(C)(C)(CC)O